N(=NC(C)(CC(C)C)C)C(C)(CC(C)C)C 2,2'-azobis(2,4-dimethylpentane)